(S)-diisopropyl (1-phenylpropan-2-yl)phosphoramidate C1(=CC=CC=C1)C[C@H](C)NP(OC(C)C)(OC(C)C)=O